N,6-dimethylpyridinecarboxamide CNC(=O)C1=NC(=CC=C1)C